C(C(=C)C)(=O)O.C(C(=C)C)(=O)O Methacrylic acid methacrylate